NC=1C=C(OC2=CC=C3N=CC(=NC3=C2Cl)C=2C=NN(C2)CC2CCN(CC2)C(=O)OC(C)(C)C)C=CC1[N+](=O)[O-] tert-butyl 4-[[4-[7-(3-amino-4-nitro-phenoxy)-8-chloro-quinoxalin-2-yl]pyrazol-1-yl]methyl]piperidine-1-carboxylate